tert-Butyl 2-(4-(2-cyanopropan-2-yl)pyridin-2-yl)-5-((1-ethoxy-1-oxo-4-(sulfooxy)butan-2-yl)thio)-1H-indole-1-carboxylate C(#N)C(C)(C)C1=CC(=NC=C1)C=1N(C2=CC=C(C=C2C1)SC(C(=O)OCC)CCOS(=O)(=O)O)C(=O)OC(C)(C)C